C(CCCCCCC\C=C/CCCCCCCC)(=O)O[C@@H](CN(C)C)[C@@H](CCCCCC)OC(CCCCCCC\C=C/CCCCCCCC)=O (2S,3R)-1-(dimethylamino)nonane-2,3-diyl dioleate